C(C)(C)(C)OC(=O)N1CCC(CC1)OC1CC(C1)N1CCC(CC1)C=1C(=C2C(N(C(C2=CC1)=O)C1C(NC(CC1)=O)=O)=O)C 4-[3-[4-[2-(2,6-dioxo-3-piperidinyl)-4-methyl-1,3-dioxo-isoindolin-5-yl]-1-piperidinyl]cyclobutoxy]piperidine-1-carboxylic acid tert-butyl ester